methyl 2-(1-methyl-3-(tetrahydro-2H-pyran-4-yl)ureido)-5-oxo-5H-thieno[3,2-b]pyran-6-carboxylate CN(C(=O)NC1CCOCC1)C1=CC=2OC(C(=CC2S1)C(=O)OC)=O